6-(3-fluorophenoxy)-8-methyl-2-(tetrahydro-2H-pyran-4-ylamino)pyrido[2,3-d]pyrimidin-7(8H)-one FC=1C=C(OC2=CC3=C(N=C(N=C3)NC3CCOCC3)N(C2=O)C)C=CC1